N-(8-(2-chloro-5-fluorophenyl)-6-oxo-3-(pyridin-3-yloxy)-5,6,7,8-tetrahydroimidazo[1,5-a]pyrazin-1-yl)-3-fluoro-5-(trifluoromethyl)benzamide ClC1=C(C=C(C=C1)F)C1C=2N(CC(N1)=O)C(=NC2NC(C2=CC(=CC(=C2)C(F)(F)F)F)=O)OC=2C=NC=CC2